N=1N=C(NC1)C(=O)N 4H-1,2,4-triAzole-3-carboxamide